butyl (S)-5-chloro-8-((5-(difluoromethyl)-1-methyl-1H-1,2,3-triazol-4-yl)methoxy)-1-((1,3-dioxoisoindolin-2-yl)methyl)-7-fluoro-3,4-dihydroisoquinoline-2(1H)-carboxylate ClC1=C2CCN([C@@H](C2=C(C(=C1)F)OCC=1N=NN(C1C(F)F)C)CN1C(C2=CC=CC=C2C1=O)=O)C(=O)OCCCC